C(C)C1=CC=CC2=C1C(=C1C=NNC1=C2)C2=C(C=1N=C(N=C(C1C=N2)N2C[C@H]1C[C@H]([C@@H](C2)C1)O)OC[C@]12CCCN2C[C@@H](C1)F)F (1R,5R,6R)-3-(7-(5-ethyl-1H-benzo[f]indazol-4-yl)-8-fluoro-2-(((2R,7aS)-2-fluorohexahydro-1H-pyrrolizin-7a-yl)methoxy)pyrido[4,3-d]pyrimidin-4-yl)-3-azabicyclo[3.2.1]octan-6-ol